S1C=NC2=C1C(=CC=C2)C=2C=CC(=NC2)N2C[C@@H](N(CC2)C(=O)NC=2N=C(SC2)C#C)CO (R)-4-(5-(benzo[d]thiazol-7-yl)pyridin-2-yl)-N-(2-ethynyl-thiazol-4-yl)-2-(hydroxymethyl)piperazine-1-carboxamide